(3R*,4R*)-4-(3-methoxyphenyl)tetrahydropyran-5-carboxylic acid methyl ester COC(=O)C1[C@@H](CCOC1)C1=CC(=CC=C1)OC |o1:5|